(5-(4-(4-cyanophenyl)piperidine-1-carbonyl)-2-methylphenyl)sulfur C(#N)C1=CC=C(C=C1)C1CCN(CC1)C(=O)C=1C=CC(=C(C1)[S])C